C(CCC)N(C(CCCCCCC)=O)CCCC N,N-Di-n-butyl-n-octanamide